tert-butyl ((±)-trans-3-(3-(4-decylphenyl)-1,2,4-oxadiazol-5-yl)cyclohexyl)carbamate C(CCCCCCCCC)C1=CC=C(C=C1)C1=NOC(=N1)[C@@H]1C[C@H](CCC1)NC(OC(C)(C)C)=O |r|